1,3,5-benzenetricarboxylic acid tris(3-isobutylcyclohexylamide) C(C(C)C)C1CC(CCC1)NC(=O)C1=CC(=CC(=C1)C(=O)NC1CC(CCC1)CC(C)C)C(=O)NC1CC(CCC1)CC(C)C